1-(tert-butyl) 2-methyl (2S)-3-allyl-4-(benzylamino)pyrrolidine-1,2-dicarboxylate C(C=C)C1[C@H](N(CC1NCC1=CC=CC=C1)C(=O)OC(C)(C)C)C(=O)OC